(2-sulfophenyl)di[4-(ethyl((4-sulfophenyl)methyl)amino)phenyl]-carbenium disodium salt [Na+].[Na+].S(=O)(=O)(O)C1=C(C=CC=C1)[C+](C1=CC=C(C=C1)N(CC)CC1=CC=C(C=C1)S(=O)(=O)O)C1=CC=C(C=C1)N(CC1=CC=C(C=C1)S(=O)(=O)O)CC